C(C)(C)(C)OC(=O)N1CC(N(CC1)C(C1=CC=C(C=C1)F)C1=CC=C(C=C1)F)C=1OC(=NN1)C tert-butyl-4-(bis(4-fluorophenyl)methyl)-3-(5-methyl-1,3,4-oxadiazol-2-yl)piperazine-1-carboxylate